N-(3,4-dihydroxy-9,10-dioxo-9,10-dihydroanthracen-2-yl)butane-1-sulfonamide OC=1C(=CC=2C(C3=CC=CC=C3C(C2C1O)=O)=O)NS(=O)(=O)CCCC